Cl.CC1([C@H](CC2=CC=CC=C12)NC=1C=CC(=NC1)[C@@H](C(F)(F)F)N(C(=O)C1CCNCC1)C)C N-((S)-1-(5-(((S)-1,1-dimethyl-2,3-dihydro-1H-inden-2-yl)amino)pyridin-2-yl)-2,2,2-trifluoroethyl)-N-methylpiperidine-4-carboxamide hydrochloride